CN1N=C(C=C1)[S@](=O)(N)=NC(NC1=C2C(=NC3=C1CCC3)[C@@H](CC2)C)=O (S)-1-Methyl-N'-(((R)-3-methyl-1,2,3,5,6,7-hexahydrodicyclopenta[b,e]pyridin-8-yl)carbamoyl)-1H-pyrazole-3-sulfonimidamide